O1[C@@H](COC2=NC=CC=C21)CN2N=C1C3=C(CCC1=C2)OC(=C3C)C(=O)NCC3=NOC=C3 |r| 2-[(2R/S)-2,3-dihydro[1,4]dioxino[2,3-b]pyridin-2-ylmethyl]-8-methyl-N-(1,2-oxazol-3-ylmethyl)-4,5-dihydro-2H-furo[2,3-g]indazole-7-carboxamide